(E)-3-(2-hydroxy-3-methylphenyl)-1-phenylprop-2-en-1-one OC1=C(C=CC=C1C)/C=C/C(=O)C1=CC=CC=C1